C(CC)N1N2CC3CC(NN1C3)C2 propyl-tetraazaadamantane